OC1=CC=C(C=C1)C(\C=C\C1=CC(=C(C=C1)OC)C[NH+]1CCOCC1)=O (E)-1-(4-Hydroxyphenyl)-3-[4-methoxy-3-(morpholin-4-ium-4-ylmethyl)phenyl]prop-2-en-1-one